N-(4-((4-(4-butylpiperidin-1-yl)phenyl)amino)benzyl)-5-oxopyrrolidine-3-carboxamide C(CCC)C1CCN(CC1)C1=CC=C(C=C1)NC1=CC=C(CNC(=O)C2CNC(C2)=O)C=C1